F[C@H]1C[C@H](N(C1)C(CN1CCC(CC1)N(C)C=1N=CC2=CC=CC=C2C1)=O)C#N (2S,4S)-4-fluoro-1-[2-[4-[3-isoquinolinyl-(methyl)amino]-1-piperidinyl]acetyl]pyrrolidine-2-carbonitrile